P(=O)(O)(O)C(C(=O)[O-])CC(=O)[O-].[Sr+2] strontium phosphonosuccinate